O=C1NC(CCC1C1=CC=C(C=C1)N1CCC2(CC1)CCC(CC2)N2CCN(CC2)C=2C=C1C(N(C(C1=CC2)=O)[C@H](CS(=O)(=O)C)C2=CC(=C(C=C2)OC)OCC)=O)=O 5-(4-(3-(4-(2,6-dioxopiperidin-3-yl)phenyl)-3-azaspiro[5.5]undecan-9-yl)-piperazin-1-yl)-2-((S)-1-(3-ethoxy-4-methoxyphenyl)-2-(methylsulfonyl)ethyl)isoindoline-1,3-dione